C1(CC=CC2=CC=CC=C12)=O naphthalon